(1-(((2R,3S,4R,5R)-5-(6-chloro-4-(cyclopentylamino)-1H-pyrazolo[3,4-d]pyrimidin-1-yl)-3,4-dihydroxytetrahydrofuran-2-yl)methoxy)-2-methoxyethyl)phosphonic acid ClC1=NC(=C2C(=N1)N(N=C2)[C@H]2[C@@H]([C@@H]([C@H](O2)COC(COC)P(O)(O)=O)O)O)NC2CCCC2